OC1=C(C2=COC3=CC(=CC=C3C2=O)O)C=C(C(=C1)OC)OC 2',7-dihydroxy-4',5'-dimethoxyisoflavone